7-(1-(1H-1,2,4-triazole-1-carbonyl)piperidin-2-yl)-3-(4-phenoxy-phenyl)pyrazolo[1,5-a]pyrimidine-2-carboxamide N1(N=CN=C1)C(=O)N1C(CCCC1)C1=CC=NC=2N1N=C(C2C2=CC=C(C=C2)OC2=CC=CC=C2)C(=O)N